9,9-dipropyl-2-methyl-3,9-dihydro-cyclopenta[b]fluoren-1(2H)-one C(CC)C1(C2=CC=CC=C2C=2C=C3C(=CC12)C(C(C3)C)=O)CCC